ClC1=NC2=CC=CC=C2C(=N1)N(C1=CSC=C1)C 2-chloro-N-methyl-N-(thien-3-yl)quinazolin-4-amine